tert-butyl 3-(1-hydroxypent-4-enyl)-2-vinyl-6,7-dihydro-4H-pyrazolo[1,5-a]pyrazine-5-carboxylate OC(CCC=C)C=1C(=NN2C1CN(CC2)C(=O)OC(C)(C)C)C=C